NC1=C2C(=NC=N1)N(N=C2C2=CC=C(C=C2)O)CC2=NC1=CC=CC(=C1C(N2CC2=C(C(=CC=C2)OC)F)=O)C#CCCCC(=O)N2CCOCC2 2-((4-Amino-3-(4-hydroxyphenyl)-1H-pyrazolo[3,4-d]pyrimidin-1-yl)methyl)-3-(2-fluoro-3-methoxybenzyl)-5-(6-morpholino-6-oxohex-1-yn-1-yl)quinazolin-4(3H)-one